[Si](C)(C)(C(C)(C)C)OCCCOC1=NNC(=C1[N+](=O)[O-])C 3-(3-((tert-butyldimethylsilyl)oxy)propoxy)-5-methyl-4-nitro-1H-pyrazole